Rel-5-[[2-[(2R,5S)-2-(6-amino-3-pyridyl)-5-methyl-1-piperidyl]-2-oxo-acetyl]amino]pyridine-3-carboxamide NC1=CC=C(C=N1)[C@@H]1N(C[C@H](CC1)C)C(C(=O)NC=1C=C(C=NC1)C(=O)N)=O |o1:7,10|